4,6-dimethyloctadecyl ethoxymethyl ether C(C)OCOCCCC(CC(CCCCCCCCCCCC)C)C